C1(=CC=CC=C1)N1N=C(C(=C1N)I)C1=CC=CC=C1 1,3-diphenyl-4-iodo-1H-pyrazole-5-amine